1-Bocpiperidin-4-ol C(=O)(OC(C)(C)C)N1CCC(CC1)O